CN1N=C(C(=C1)C(=O)N)C(F)(F)F 1-methyl-3-(trifluoromethyl)-1H-pyrazole-4-carboxamide